FC1=CC(=C(C=C1)C1=NC=CC2=C1CN(C2=O)C2=CC=C(C=C2)C(=O)N2CCCC2)OCC(F)(F)F 4-[4-fluoro-2-(2,2,2-trifluoroethoxy)phenyl]-2-[4-(pyrrolidine-1-carbonyl)phenyl]-2,3-dihydro-1H-pyrrolo[3,4-c]pyridin-1-one